C(C1=CC=CC=C1)OC1=C(N2C(C3=CC(=CC=C13)C=1C=NN(C1)C1=CC(=CC=C1)Cl)=NC=N2)C(=O)OC Methyl 6-(benzyloxy)-9-(1-(3-chlorophenyl)-1H-pyrazol-4-yl)-[1,2,4]triazolo[5,1-a]isoquinoline-5-carboxylate